O(C1=CC=CC=C1)CC1=CC=C(C=C1)[C@H](C)NC(=O)O[C@@H](C(=O)OC(C)C)CN1N=CN=C1 Propan-2-yl (2R)-2-({[(1S)-1-[4-(phenoxymethyl)phenyl]ethyl]carbamoyl}oxy)-3-(1H-1,2,4-triazol-1-yl)propanoate